COC1=CC=C(C=C1)NC=1C(NC=2C=CC=C3C2C1C1=CC=CC=C1C3=O)=O 1-((4-methoxyphenyl)amino)-2H-naphtho[1,2,3-de]quinoline-2,7(3H)-dione